FC1=C(C=C(O[C@H](C(=O)Cl)CC)C=C1)C(F)(F)F (S)-2-(4-fluoro-3-(trifluoromethyl)phenoxy)butyryl chloride